N-((4-phenyl-6-(trifluoromethyl)pyrimidin-2-yl)carbamoyl)-6,7-dihydro-5H-pyrazolo[5,1-b][1,3]oxazine-3-sulfonamide C1(=CC=CC=C1)C1=NC(=NC(=C1)C(F)(F)F)NC(=O)NS(=O)(=O)C=1C=NN2C1OCCC2